C[C@@H]1N(CC1)C=1N=C(C2=C(N1)C1(CC1)CC2)C2=CC=CC=C2 2-[(2S)-2-methylazetidin-1-yl]-4-phenyl-spiro[5,6-dihydrocyclopenta[d]pyrimidine-7,1'-cyclopropane]